3-hydroxy-bicyclo[1.1.1]pentane-1-carboxylic acid methyl ester COC(=O)C12CC(C1)(C2)O